NCCC=1C=NC(=NC1)C1=C(C=C(C#N)C=C1)OC=1N(N=C(C1)C1COCC1)C 4-[5-(2-aminoethyl)pyrimidin-2-yl]-3-[2-methyl-5-(oxolan-3-yl)pyrazol-3-yl]oxybenzonitrile